6,4-benzothiazepine-8-carboxylic acid S1CC=CC=2C1=CN(C=CC2)C(=O)O